(4-(benzylamino)isoindolin-2-yl)(2,4-dihydroxyphenyl)methanone C(C1=CC=CC=C1)NC1=C2CN(CC2=CC=C1)C(=O)C1=C(C=C(C=C1)O)O